ClC=1C=CC(=C(C1)[C@H](CC(=O)O)NC(CNC(=O)C1=CC(=C2C=NNC2=C1)NC=1NCC(CN1)F)=O)F (3S)-3-(5-chloro-2-fluorophenyl)-3-(2-(4-((5-fluoro-1,4,5,6-tetrahydropyrimidin-2-yl)amino)-1H-indazole-6-carboxamido)acetamido)propanoic acid